ClC1=CC=2N(C=C1CCN(C)C)N=CC2C(=O)N2[C@@H](C1=C(CC2)NC=N1)C=1OC2=C(N1)C=C(C=C2)F (S)-(5-chloro-6-(2-(dimethylamino)ethyl)pyrazolo[1,5-a]pyridin-3-yl)(4-(5-fluorobenzo[d]oxazol-2-yl)-6,7-dihydro-1H-imidazo[4,5-c]pyridin-5(4H)-yl)methanone